FC(C(=O)O)F.C(N)(=N)C1=CC=C(CNC([C@H](C)NC(=O)[C@@H]2NC[C@@H](C2)C2=CC=NC=C2)=O)C=C1 (2R,4S)-N-((S)-1-((4-Carbamimidoylbenzyl)Amino)-1-Oxopropan-2-Yl)-4-(Pyridin-4-Yl)Pyrrolidine-2-Carboxamide Di-Fluoroacetate